ClC1=CC=C(N=N1)C(=O)NC1CCC(CC1)N(C)C1=CC(=C(C=C1)C#N)Cl 6-chloro-N-((1r,4r)-4-((3-chloro-4-cyanophenyl)(methyl)amino)cyclohexyl)-pyridazine-3-carboxamide